C(C)(C)(C)C1=CC=C(C=C1)C1=C2C=C(C(C2=CC=2CCCC12)[Li])C (4-(4-(tert-butyl)phenyl)-2-methyl-1,5,6,7-tetrahydro-s-indacen-1-yl)lithium